N1(C=NC=C1)C1=CC=C(C=C1)NC(C(=O)C1=C(C=C(C=C1F)OC1=NC=NC2=CC(=C(C=C12)OC)OC)F)=O (4-(1H-imidazol-1-yl)phenyl)-2-(4-((6,7-dimethoxyquinazolin-4-yl)oxy)-2,6-difluorophenyl)-2-oxoacetamide